C(CCCCCC(C)(C)C)(=O)[O-].[Co+2].C(CCCCCC(C)(C)C)(=O)[O-] Cobalt Neodecanoate